(S)-N-(6-(3,4-dimethylpiperazin-1-yl)pyridazin-3-yl)-7-ethoxy-2-methylimidazo[1,2-a]pyridine-6-carboxamide formate C(=O)O.C[C@H]1CN(CCN1C)C1=CC=C(N=N1)NC(=O)C=1C(=CC=2N(C1)C=C(N2)C)OCC